FC(C1=CC=C(OCCN2CCC3(CS(C3)(=O)=O)CC2)C=C1)(F)F 7-(2-(4-(Trifluoromethyl)phenoxy)ethyl)-2-thia-7-azaspiro[3.5]nonane 2,2-dioxide